BrC=1C=CC(=NC1)C1(CC1)O[Si](C)(C)C(C)(C)C 5-bromo-2-(1-((tert-butyldimethylsilyl)oxy)cyclopropyl)pyridine